3-(2-chloro-5-fluoropyrimidin-4-yl)-6-fluoroimidazo[1,2-a]pyridin ClC1=NC=C(C(=N1)C1=CN=C2N1C=C(C=C2)F)F